1-[9-(4-chlorophenyl)-2-[2-hydroxyethyl(methyl)amino]-8-phenyl-purin-6-yl]-4-methyl-piperidine-4-carboxamide ClC1=CC=C(C=C1)N1C2=NC(=NC(=C2N=C1C1=CC=CC=C1)N1CCC(CC1)(C(=O)N)C)N(C)CCO